7-fluoro-5-methyl-2-(pyrrolidin-1-ylsulfonyl)-4-(4,4,5,5-tetramethyl-1,3,2-dioxaborolan-2-yl)-1-tosyl-1H-indole FC=1C=C(C(=C2C=C(N(C12)S(=O)(=O)C1=CC=C(C)C=C1)S(=O)(=O)N1CCCC1)B1OC(C(O1)(C)C)(C)C)C